C(=C)OCCOC1=CC=C(C=C1)C(C)(C)C1=CC=C(C=C1)OCCOC=C 2,2-bis[4-[2-(vinyloxy)ethoxy]-phenyl]propane